trans-(4R)-4-[3-oxo-3-[3-[6-[3-(trifluoromethyl)cyclobutyl]-3-pyridinyl]azetidin-1-yl]propyl]oxazolidin-2-one O=C(CC[C@H]1NC(OC1)=O)N1CC(C1)C=1C=NC(=CC1)[C@@H]1C[C@H](C1)C(F)(F)F